C(C)(C)NC1=CC=C(C=C1)C1=NNC(=C1C(C)C)C=1C=C(C=2N(C1)N=CN2)C N-isopropyl-4-(4-isopropyl-5-(8-methyl-[1,2,4]triazolo[1,5-a]pyridin-6-yl)-1H-pyrazol-3-yl)aniline